5-(2-fluoro-6-hydroxy-3-(piperidin-4-yl)phenyl)-1,2,5-thiadiazolidin-3-one 1,1-dioxide FC1=C(C(=CC=C1C1CCNCC1)O)N1CC(NS1(=O)=O)=O